4-[5-(tert-butoxy)-3-[(3,5-difluorophenyl)methoxy]pyridin-2-yl]-5-methylthiophene-2-carboxylic acid C(C)(C)(C)OC=1C=C(C(=NC1)C=1C=C(SC1C)C(=O)O)OCC1=CC(=CC(=C1)F)F